CC1=CC=2C(=C(C3=CC=CC=C3C2C=C1)C1=CC=CC=C1)S(=O)C1=CC=C(C=C1)C 2-methyl-9-phenyl-10-(p-tolylsulfinyl)phenanthrene